N-(4-cyanophenyl)-3-{2-cyano-1-[4-(7H-pyrrolo[2,3-d]-pyrimidin-4-yl)-1H-pyrazol-1-yl]ethyl}benzamide trifluoroacetate FC(C(=O)O)(F)F.C(#N)C1=CC=C(C=C1)NC(C1=CC(=CC=C1)C(CC#N)N1N=CC(=C1)C=1C2=C(N=CN1)NC=C2)=O